C(C)(C)(C)OC(=O)N1C[C@H](OC2=C(C1)C=C1C(=C2)OC(O1)(F)F)CC (R)-6-ethyl-2,2-difluoro-6,7-dihydro-[1,3]dioxolo[4',5':4,5]benzo[1,2-f][1,4]oxazepin-8(9H)-carboxylic acid tert-butyl ester